4-{4-[2-(difluoromethyl)-4-(trifluoromethyl)phenoxy]-3-methoxyphenyl}-2H,4H,5H,6H,7H-pyrazolo[3,4-b]pyridin-6-one FC(C1=C(OC2=C(C=C(C=C2)C2C=3C(NC(C2)=O)=NNC3)OC)C=CC(=C1)C(F)(F)F)F